C[Sn](C=1SC(=C(C1)S(=O)(=O)C)C)(C)C trimethyl(5-methyl-4-(methylsulfonyl)thiophen-2-yl)stannane